COCCOCCOCCOCC 2,5,8,11-tetraoxatridecane